ClC1=CC=C(C=C1)C=1NC(C=2C1C(NC2C2=CC=C(C=C2)Cl)=O)=O 1,4-bis(4-chlorophenyl)-2,5-dihydropyrrolo[3,4-c]pyrrole-3,6-dione